C(#N)C=1C=C(C=C(C1)OC)C=1C(=NN(C1C(=O)O)C=1SC(=C(N1)C1=CC(=C(C=C1)Cl)Cl)SC(C)C)C 4-(3-cyano-5-methoxyphenyl)-1-(4-(3,4-dichlorophenyl)-5-(isopropylthio)thiazol-2-yl)-3-methyl-1H-pyrazole-5-carboxylic acid